C(C1=CC=CC=C1)N1CC2(C1)CC(C2)NC(=O)N2[C@@H]1CN([C@H](C2)C1)C1=NC=C(C=N1)C(F)(F)F (1S,4S)-N-{2-benzyl-2-azaspiro[3.3]heptan-6-yl}-5-[5-(trifluoromethyl)pyrimidin-2-yl]-2,5-diazabicyclo[2.2.1]heptane-2-carboxamide